N1=CC(=CC=C1)NC(=S)N[C@@H]1C[C@H](C2=CC(=C3C=C(N=CC3=C21)C2CC2)S(NCC(C)C)(=O)=O)NC(NC=2C=NC=CC2)=S |r| 1-Pyridin-3-yl-3-[trans-(7RS,9RS)-3-cyclopropyl-5-(2-methylpropylsulfamoyl)-7-(pyridin-3-ylcarbamothioylamino)-8,9-dihydro-7H-cyclopenta[h]isochinolin-9-yl]thiourea